2-((4-(6-((4-Cyano-2-fluorobenzyl)oxy)pyridin-2-yl)piperidin-1-yl)methyl)-4-(2-hydroxyethoxy)-1-methyl-1H-benzo[d]imidazole-6-carboxylic acid C(#N)C1=CC(=C(COC2=CC=CC(=N2)C2CCN(CC2)CC2=NC3=C(N2C)C=C(C=C3OCCO)C(=O)O)C=C1)F